NC=1C(=C(C(=O)O)C=CC1SC1=C(C=CC=C1)C(=O)O)Cl 3-amino-4-((2-carboxyphenyl)thio)-2-chlorobenzoic acid